CS(=O)(=O)OC1CC2(C1)CCN(CC2)C(=O)OC(C)(C)C tert-butyl 2-(methanesulfonyloxy)-7-azaspiro[3.5]nonane-7-carboxylate